(Z)-1-(3-(2-ethoxyphenyl)-4-oxothiazolidin-2-ylidene)-3-((4-(1-(4-(trifluoromethoxy)phenyl)-1H-1,2,4-triazol-3-yl)phenoxy)methyl)urea C(C)OC1=C(C=CC=C1)N1/C(/SCC1=O)=N/C(=O)NCOC1=CC=C(C=C1)C1=NN(C=N1)C1=CC=C(C=C1)OC(F)(F)F